N-coumaroylputrescine C(\C=C\C1=CC=C(C=C1)O)(=O)NCCCCN